4-hydroxypyrazole OC=1C=NNC1